5-((2,3-dihydrobenzo[b][1,4]dioxin-5-yl)methoxy)-2-fluoro-4-methoxyaniline O1C2=C(OCC1)C(=CC=C2)COC=2C(=CC(=C(N)C2)F)OC